N1=C(CCC1)C(=O)[O-] 1-pyrroline-carboxylate